2-(1-((2-(3,5-dichloro-phenyl)-6-((2-(4-(3-hydroxybutyl)piperazin-1-yl)pyrimidin-5-yl)oxy)pyridin-4-yl)methyl)piperidin-4-yl)acetic acid ClC=1C=C(C=C(C1)Cl)C1=NC(=CC(=C1)CN1CCC(CC1)CC(=O)O)OC=1C=NC(=NC1)N1CCN(CC1)CCC(C)O